COC(CN1N=C(C=C1)CN1C(C2=CC=C(C=C2C=N1)S(=O)(=O)C1=CC=C(C=C1)OC)=O)=O.CC(CC1CO1)C 4-Methyl-1,2-pentylenoxid methyl-2-(3-((6-((4-methoxyphenyl)sulfonyl)-1-oxophthalazin-2(1H)-yl)methyl)-1H-pyrazol-1-yl)acetate